C1(CCC1)CN(C(OC(C)(C)C)=O)[C@H]1CN(CCC1)C1=CC=C(C=C1)C(C)N1C=NC(=C1)C=1C=NC=C(C1)OC tert-butyl (cyclobutylmethyl)((3R)-1-(4-(1-(4-(5-methoxypyridin-3-yl)-1H-imidazol-1-yl)ethyl)phenyl)piperidin-3-yl)carbamate